3-(5-(4-(3-(3-((4-((5-(difluoromethoxy)-pyrimidin-2-yl)amino)piperidin-1-yl)sulfonyl)phenyl)-2-methylpropyl)-piperazin-1-yl)-6-fluoro-1-oxoisoindolin-2-yl)piperidine-2,6-dione FC(OC=1C=NC(=NC1)NC1CCN(CC1)S(=O)(=O)C=1C=C(C=CC1)CC(CN1CCN(CC1)C=1C=C2CN(C(C2=CC1F)=O)C1C(NC(CC1)=O)=O)C)F